6-Bromo-1-methyl-3H-pyrrolo[2,3-b]pyridin-2-one BrC1=CC=C2C(=N1)N(C(C2)=O)C